CC1(CCC=2C1=NC1=C(C2NC(=O)NS(=O)(=N)C2=CN=C(S2)[C@@](COCCOCCOCCOCCOCC2=CC=CC=C2)(C)O)CCC1)C N-((3,3-dimethyl-1,2,3,5,6,7-hexahydrodicyclopenta[b,e]pyridin-8-yl)carbamoyl)-2-((S)-16-hydroxy-1-phenyl-2,5,8,11,14-pentaoxaheptadecan-16-yl)thiazole-5-sulfonimidamide